COC1=CC=NC=C1C(=O)NN 4-methoxynicotinohydrazide